CN(C(=O)[C@@H]1CC12CCN(CC2)C(=O)OC(C(F)(F)F)C(F)(F)F)C=2C=NC=CC2 |o1:4| 1,1,1,3,3,3-hexafluoro-propan-2-yl (R or S)-1-(methyl(pyridin-3-yl)carbamoyl)-6-azaspiro[2.5]octane-6-carboxylate